FC1([C@H](C=2C(=CN(C2CC1)C1=CC(=C(C#N)C=C1)C(F)F)S(=O)(=O)CF)O)F (S)-4-(5,5-difluoro-3-((fluoromethyl)sulfonyl)-4-hydroxyl-4,5,6,7-tetrahydro-1H-indol-1-yl)-2-(difluoromethyl)benzonitrile